CN1N=C(N=N1)C=1N=CC=2C(=CC=C3C=CNC23)N1 7-(2-methyltetrazol-5-yl)pyrimido[4,5]indole